C(C)OC(=O)N(C(CC(C)OC(NCC)=O)C)C 4-[(ethoxycarbonyl) (methyl) amino]Pent-2-ylethylcarbamate